(6S,9R)-10-((3,4-dichlorophenyl)carbamoyl)-6,7,8,9-tetrahydro-5H-6,9-epiminocyclohepta[c]-pyridine 2-oxide ClC=1C=C(C=CC1Cl)NC(=O)N1[C@@H]2CC3=C(C=[N+](C=C3)[O-])[C@H]1CC2